4-methylbenzylamine iodide [I-].CC1=CC=C(CN)C=C1